OCCN1C=C2C(=CC1=O)CN(C2)C(=O)OC(C)(C)C tert-butyl 5-(2-hydroxyethyl)-6-oxo-1,3-dihydropyrrolo[3,4-c]pyridine-2-carboxylate